FC1=C(C=CC(=C1C([2H])([2H])[2H])OC1=CC2=C(N(N=N2)C([2H])([2H])[2H])C=C1)NC=1C2=C(N=CN1)C=CC(=N2)N2CC(N(CC2)C(C=C)=O)(C)C 1-(4-(4-((2-fluoro-3-(methyl-d3)-4-((1-(methyl-d3)-1H-benzo[d][1,2,3]triazol-5-yl)oxy)phenyl)amino)pyrido[3,2-d]pyrimidin-6-yl)-2,2-dimethylpiperazin-1-yl)prop-2-en-1-one